N-[7-bromo-2-(1-methyl-1H-pyrazol-4-yl)[1,2,4]triazolo[1,5-c]quinazolin-5-yl]-D-valine BrC1=CC=CC=2C=3N(C(=NC12)N[C@H](C(C)C)C(=O)O)N=C(N3)C=3C=NN(C3)C